5-{4-[1-(Difluoromethyl)-1H-pyrazol-4-yl]-3-(trifluoromethyl)-phenyl}-6-methyl-3,6-dihydro-2H-1,3,4-oxadiazin-2-one FC(N1N=CC(=C1)C1=C(C=C(C=C1)C1=NNC(OC1C)=O)C(F)(F)F)F